ClC1=CC=C(C(=N1)C1=CC=2N(C=C1)C=C(N2)C)C=2C=NN(C2)CC2(CCCC2)C 7-(6-chloro-3-(1-((1-methylcyclopentyl)methyl)-1H-pyrazol-4-yl)pyridin-2-yl)-2-methylimidazo[1,2-a]pyridine